4-[2-amino-4-ethyl-5-[4-(hydroxymethyl)phenyl]-3-pyridyl]phenol NC1=NC=C(C(=C1C1=CC=C(C=C1)O)CC)C1=CC=C(C=C1)CO